COCC1=NN2C(OC(C3=C2C=CC(=C3)OCC)=N)=C1 2-(methoxymethyl)-7-ethoxy-5H-benzo[d]pyrazolo[5,1-b][1,3]oxazin-5-imine